N-(5-((2-(6-azaspiro[2.5]octan-6-yl)ethyl)carbamoyl)-2-methylpyridin-3-yl)-7-(1-methyl-1H-pyrazol-4-yl)-[1,2,4]triazolo[4,3-a]pyridine-3-carboxamide C1CC12CCN(CC2)CCNC(=O)C=2C=C(C(=NC2)C)NC(=O)C2=NN=C1N2C=CC(=C1)C=1C=NN(C1)C